[N+](=O)([O-])C1=C(C=CC=C1)N=[N+]=[N-] ortho-nitrophenyl azide